NC1=C2N=CN(C2=NC=N1)C1C(CC(O1)COCP(O)(O)=O)O (((5-(6-amino-9H-purin-9-yl)-4-hydroxytetrahydrofuran-2-yl)methoxy)methyl)phosphonic acid